OC1=C(C=C2CCN3C(C2=C1)=C(C(=CC3=O)NCC3OCCCC3)C)OC 10-hydroxy-9-methoxy-1-methyl-2-[(tetrahydro-pyran-2-ylmethyl)-amino]-6,7-dihydro-pyrido[2,1-a]isoquinolin-4-one